ammonium tris(dodecyl)methylammonium nitrate [N+](=O)([O-])[O-].C(CCCCCCCCCCC)[N+](C)(CCCCCCCCCCCC)CCCCCCCCCCCC.[NH4+].[N+](=O)([O-])[O-]